5-chloro-N-((3R,5S)-5-(2-isobutyl-6-(1H-1,2,4-triazol-3-yl)-1H-imidazo[4,5-c]pyridin-1-yl)-1-methylpiperidin-3-yl)thiazole-2-carboxamide ClC1=CN=C(S1)C(=O)N[C@H]1CN(C[C@H](C1)N1C(=NC=2C=NC(=CC21)C2=NNC=N2)CC(C)C)C